2-((1r,4r)-4-((4-(5-((2,6-dioxopiperidin-3-yl)amino)-3-fluoropyridin-2-yl)piperidin-1-yl)methyl)cyclohexyl)-7-isopropoxyimidazo[1,2-a]pyridine-6-carboxamide O=C1NC(CCC1NC=1C=C(C(=NC1)C1CCN(CC1)CC1CCC(CC1)C=1N=C2N(C=C(C(=C2)OC(C)C)C(=O)N)C1)F)=O